C(C(=C)C)(=O)P(=O)=C(O)C[N+](C)(C)C Methacryloylphosphorylcholin